Br.COC=1C=C(CN2C(SC3=C2CCCC3)=N)C=C(C1)OC 3-(3,5-dimethoxybenzyl)-4,5,6,7-tetrahydrobenzo[d]thiazol-2(3H)-imine hydrogen bromide